amino-3-methylphenyl-5-methylpyrazine-2-carboxamide NC1=C(N=C(C(=N1)C(=O)N)C1=CC(=CC=C1)C)C